1-(tert-butyl) 2-ethyl 6-bromo-1H-indole-1,2-dicarboxylate BrC1=CC=C2C=C(N(C2=C1)C(=O)OC(C)(C)C)C(=O)OCC